(1r,3s)-3-(3-((3-methylpyridazin-4-yl)amino)-1H-pyrazol-5-yl)cyclopentyl-carbamic acid tert-butyl ester C(C)(C)(C)OC(N[C@H]1C[C@H](CC1)C1=CC(=NN1)NC1=C(N=NC=C1)C)=O